ClC=1C=C2C(=CC=NC2=C(C1C1=C(C=CC=C1OC)F)F)N1[C@H](CN(CC1)C1=C(C(=C(C(=C1F)F)SC)F)F)C 6-chloro-8-fluoro-7-(2-fluoro-6-methoxyphenyl)-4-((S)-2-methyl-4-(2,3,5,6-tetrafluoro-4-(methylthio)phenyl)piperazin-1-yl)quinoline